(2,5-dihydro-1H-pyrrol-1-yl)(4-fluorophenyl)methanone N1(CC=CC1)C(=O)C1=CC=C(C=C1)F